C/C(/C(C)=O)=C\C1C(=CCCC1(C)C)C (3E)-3-methyl-4-(2,6,6-trimethyl-2-cyclohexen-1-yl)-3-buten-2-one